C(C)(C)(C)OC(=O)N1C2=CC=CC=C2C=2C(C(CCC12)CC=C)=O 3-allyl-4-oxo-1,2,3,4-tetrahydro-9H-carbazole-9-carboxylic acid tert-butyl ester